C(C)(C)(C)OC(=O)N1N=C(C=2C1=CN=C(C2)C2=C(C=CC=C2OC)F)I 5-(2-fluoro-6-methoxyphenyl)-3-iodo-1H-pyrazolo[3,4-c]Pyridine-1-carboxylic acid tert-butyl ester